FC=1C(=NC=C(C1)NC=1OC(=CN1)C1=NC=C(C=C1)C(F)(F)F)C#N 3-fluoro-5-((5-(5-(trifluoromethyl)pyridin-2-yl)oxazol-2-yl)amino)pyridinecarbonitrile